3,6-bis(pyridin-4-yl)-1,2,4,5-tetrazine N1=CC=C(C=C1)C=1N=NC(=NN1)C1=CC=NC=C1